N-((5-chloro-6-(6-methylpyridazin-3-yl)-1H-indol-2-yl)methyl)acetamide ClC=1C=C2C=C(NC2=CC1C=1N=NC(=CC1)C)CNC(C)=O